9E-tetradecenoate CCCC/C=C/CCCCCCCC(=O)O